The molecule is an organic cation that is phenothiazin-5-ium substituted by dimethylamino and amino groups at positions 3 and 7 respectively. The chloride salt is the histological dye 'azure B'. CNC1=CC2=C(C=C1)N=C3C=CC(=[N+](C)C)C=C3S2